C1(CC1)S(=O)(=O)NC1=CC(=NC=C1)CNC(C1=CC=C(C=C1)C1=NC(=CN=C1)OCC)=O N-((4-(cyclopropanesulfonamido)pyridin-2-yl)methyl)-4-(6-ethoxypyrazin-2-yl)benzamide